(3R)-3-amino-7-(5-tert-butyl-1,3,4-oxadiazol-2-yl)-5-[[4-(3,5-dimethylpyrazol-1-yl)phenyl]methyl]-1,1-dioxo-2,3-dihydro-1λ6,5-benzothiazepine-4-One N[C@H]1CS(C2=C(N(C1=O)CC1=CC=C(C=C1)N1N=C(C=C1C)C)C=C(C=C2)C=2OC(=NN2)C(C)(C)C)(=O)=O